FC=1C(=NC(=NC1)C1CCC(CC1)CC(=O)[O-])O 2-(4-(5-fluoro-4-hydroxypyrimidin-2-yl)cyclohexyl)acetate